TETRAHYDROTHIENOPYRIDINESULFONAMIDE S1C(CC2C1=CC=CN2)S(=O)(=O)N